1-(tert-butyl)-4-(3-chlorobenzoyl)-N-((3,5-dichloropyridin-2-yl)methoxy)-1H-pyrazole-5-carboxamide C(C)(C)(C)N1N=CC(=C1C(=O)NOCC1=NC=C(C=C1Cl)Cl)C(C1=CC(=CC=C1)Cl)=O